NC=1C(OC2=CC=CC=C2C1)=O Aminocumarin